FC=1C=C(C=CC1F)C=1NC(=C(C1)C(=O)NCCN(C)C)C1=C(C=CC=C1)[N+](=O)[O-] (3,4-difluorophenyl)-N-(2-(dimethylamino)ethyl)-5-(2-nitrophenyl)Azole-4-carboxamide